5-{2-acetamido-3-methylimidazo[1,2-b]pyridazin-6-yl}-2-methyl-N-{[3-(trifluoromethoxy)phenyl]methyl}pyridine-3-carboxamide C(C)(=O)NC=1N=C2N(N=C(C=C2)C=2C=C(C(=NC2)C)C(=O)NCC2=CC(=CC=C2)OC(F)(F)F)C1C